NCC1=NNC(C2=CC=C(C=C12)C=1C=NN(C1C1=C(C#N)C(=CC(=C1)OC)Cl)C)=O 2-(4-(4-(aminomethyl)-1-oxo-1,2-dihydrophthalazin-6-yl)-1-methyl-1H-pyrazol-5-yl)-6-chloro-4-methoxybenzonitrile